1-bromo-4-(ethylsulfonimidoyl)benzene BrC1=CC=C(C=C1)S(=O)(=N)CC